2-(2-aminoethyl)cyclopent-4-ene-1,3-dione hydrochloride Cl.NCCC1C(C=CC1=O)=O